2-bromo-9-(3-(cyclohex-1-en-1-yl)pyridin-2-yl)-9H-carbazole BrC1=CC=2N(C3=CC=CC=C3C2C=C1)C1=NC=CC=C1C1=CCCCC1